[7-[4-fluoro-2-(2-methoxyethoxy) phenyl]-6-(4,5,6,7-tetrahydrothiazolo[5,4-c]pyridin-2-yl) thieno[3,2-c]pyridin-4-yl] trifluoromethanesulfonate FC(S(=O)(=O)OC1=NC(=C(C2=C1C=CS2)C2=C(C=C(C=C2)F)OCCOC)C=2SC=1CNCCC1N2)(F)F